N[Al] monoamino-aluminum